ClC=1C(=NC(=NC1)NC1=C(C=C(C=C1)N1CCN(CC1)C)OC)CN1CCC(CC1)(C)NS(=O)(=O)C1CC1 N-(1-((5-chloro-2-((2-methoxy-4-(4-methylpiperazin-1-yl)phenyl)amino)pyrimidin-4-yl)methyl)-4-methylpiperidin-4-yl)cyclopropanesulfonamide